BrC1=CC=C(C=C1)S(=O)(=O)N1C[C@@H](CC2=CC=CC=C12)C(=O)O |r| (±)-1-((4-bromophenyl)sulfonyl)-1,2,3,4-tetrahydroquinoline-3-carboxylic acid